4-chloro-2-methoxycarbonyl-1-p-toluenesulfonyl-1H-pyrrole ClC=1C=C(N(C1)S(=O)(=O)C1=CC=C(C)C=C1)C(=O)OC